diethyl (1-(3-nitroso-3-(2-(trifluoromethoxy)ethyl)ureido)ethyl)phosphonate N(=O)N(C(NC(C)P(OCC)(OCC)=O)=O)CCOC(F)(F)F